4-amino-N-(4-chloro-2-cyanobenzyl)-7-fluoro-N-methylimidazo[1,5-a]quinoxaline-8-carboxamide NC=1C=2N(C3=CC(=C(C=C3N1)F)C(=O)N(C)CC1=C(C=C(C=C1)Cl)C#N)C=NC2